N-[(1S)-1-benzyl-1,3-dimethyl-butyl]-8-fluoro-quinoline C(C1=CC=CC=C1)[C@@](CC(C)C)(C)N1CC=CC2=CC=CC(=C12)F